FC(CN=C=S)(F)F 1,1,1-Trifluoro-2-isothiocyanatoethan